CC(C=C)CCC=C(CCC=C(C)C)C 3,7,11-trimethyl-1,6,10-dodecatrien